1-(2-((1S,2aR,3aR,3bS,3cR,5aR,7R,9aS,9bR,11aS)-7-hydroxy-7,11a-dimethyloctadecahydro-1H-cyclopropa[c]chrysen-1-yl)-2-oxoethyl)-1H-pyrazole-4-carbonitrile O[C@@]1(CC2[C@@H]([C@@H]3C4CC[C@@]5([C@H](CCCC5C4CCC13)C(CN1N=CC(=C1)C#N)=O)C)C2)C